FC1(CC(CCC1)CNC(C(=O)O)=O)F 2-(((3,3-difluorocyclohexyl)methyl)amino)-2-oxoacetic acid